C(#N)C1=NC2=CC(=CC(=C2N=C1N1CCC(CC1)COCC)[C@@H](C)NC1=C(C(=O)O)C=CC=C1)C (R)-2-((1-(2-cyano-3-(4-(ethoxy-methyl)piperidin-1-yl)-7-methylquinoxalin-5-yl)ethyl)amino)benzoic acid